FC1(CC(C1)CNC[C@@H]1NC2=CC(=C(C(=C2C1)F)N1CC(NS1(=O)=O)=O)O)F 5-[(2R)-2-({[(3,3-difluorocyclobutyl)methyl]amino}methyl)-4-fluoro-6-hydroxy-2,3-dihydro-1H-indol-5-yl]-1λ6,2,5-thiadiazolidine-1,1,3-trione